4-{6,6-dimethyl-3-azabicyclo[3.1.0]hexane-3-carbonyl}-2-(6-fluoro-1-methyl-1H-indol-4-yl)-6,7-dimethoxy-1,2-dihydroisoquinolin-1-one CC1(C2CN(CC12)C(=O)C1=CN(C(C2=CC(=C(C=C12)OC)OC)=O)C1=C2C=CN(C2=CC(=C1)F)C)C